FC(C=1C=C(CNC2=NC=CC=N2)C=C(C1)C(F)(F)F)(F)F 2-((3,5-bistrifluoromethyl-benzyl)amino)pyrimidine